tert-butyl (2-(thiophen-2-yl)ethyl)carbamate S1C(=CC=C1)CCNC(OC(C)(C)C)=O